6-(2-{5-[(1R,4R,7R)-7-amino-2-azabicyclo[2.2.1]heptane-2-carbonyl]-7-methoxy-1-methyl-1H-1,3-benzodiazol-2-yl}-1-(cyclopropylmethyl)-1H-pyrrolo[2,3-b]pyridin-6-yl)quinoxalin-2-ol N[C@H]1[C@@H]2N(C[C@H]1CC2)C(=O)C2=CC1=C(N(C(=N1)C1=CC=3C(=NC(=CC3)C=3C=C4N=CC(=NC4=CC3)O)N1CC1CC1)C)C(=C2)OC